N-((5-(2-((2-hydroxybut-3-en-1-yl)oxy)pyridin-4-yl)-2,3-dihydro-1H-inden-4-yl)carbamoyl)-1-isopropyl-1H-pyrazole-3-sulfonamide OC(COC1=NC=CC(=C1)C=1C(=C2CCCC2=CC1)NC(=O)NS(=O)(=O)C1=NN(C=C1)C(C)C)C=C